bis-dimethylaminopropylfluorene CN(C)C(CCC1=CC=CC=2C3=CC=CC=C3CC12)N(C)C